tert-butyl (14-(4-(((6-hydroxyhexyl)oxy)methyl)-1H-1,2,3-triazol-1-yl)-3,6,9,12-tetraoxatetradecyl)carbamate OCCCCCCOCC=1N=NN(C1)CCOCCOCCOCCOCCNC(OC(C)(C)C)=O